5-(difluoromethyl)-2-azabicyclo[2.2.1]heptane-2,3-dicarboxylate FC(C1C2C(N(C(C1)C2)C(=O)[O-])C(=O)[O-])F